(3S,5S)-4-(7-(3-chlorophenyl)-5-cyclopropyl-7H-pyrrolo[2,3-d]pyrimidin-4-yl)-3,5-dimethylpiperazine-1-carboxylic acid tert-butyl ester C(C)(C)(C)OC(=O)N1C[C@@H](N([C@H](C1)C)C=1C2=C(N=CN1)N(C=C2C2CC2)C2=CC(=CC=C2)Cl)C